C(C)N1C(C=2[C@H]([C@H](CCC2C=C1)NS(=O)(=O)C)CC=1C(=C(C=CC1)C1=CC(=CC=C1)C)F)=O |r| rac-N-{(7S,8R)-2-ethyl-8-[(2-fluoro-3'-methyl[1,1'-biphenyl]-3-yl)methyl]-1-oxo-1,2,5,6,7,8-hexahydroisoquinolin-7-yl}methanesulfonamide